(R)-N-benzyl-1-((S)-1-((3-cyanoazetidin-1-yl)sulfonyl)piperidine-3-carbonyl)pyrrolidine-2-carboxamide C(C1=CC=CC=C1)NC(=O)[C@@H]1N(CCC1)C(=O)[C@@H]1CN(CCC1)S(=O)(=O)N1CC(C1)C#N